ClC=1C=C(NC(C(C(=O)OCC)(C)C)=O)C=CC1 ethyl 3-(3-chloroanilino)-2,2-dimethyl-3-oxo-propanoate